C(C1=CC=CC=C1)C=1C(=NC=C(N1)C1=C(C=CC=C1)F)NC(C(=O)O)CC=1OC(=CC1)CC 2-((3-benzyl-5-(2-fluorophenyl)pyrazin-2-yl)amino)-3-(5-ethylfuran-2-yl)propanoic acid